CO[Si](OC)(OC)CCCC trimethoxysilylbutane